3'-(5-chloro-2-hydroxybenzamido)-5'-(trifluoromethyl)-[1,1'-biphenyl]-4-carboxylic acid ClC=1C=CC(=C(C(=O)NC=2C=C(C=C(C2)C(F)(F)F)C2=CC=C(C=C2)C(=O)O)C1)O